(4S,5S)-5-Hydroxy-4-methylheptan-3-one O[C@H]([C@@H](C(CC)=O)C)CC